NC1=C(C(=O)NC2CCC(CC2)(C)O)C=C(C=N1)C1=C(C=C(C=C1)CN1[C@@H](CCC1)C)F 2-amino-5-(2-fluoro-4-(((R)-2-methylpyrrolidin-1-yl)methyl)phenyl)-N-((1r,4R)-4-hydroxy-4-methylcyclohexyl)nicotinamide